NC1=C(C=C(C=C1Cl)[C@H](CNC(C)(C)C)O)Cl |r| (RS)-1-(4-amino-3,5-dichlorophenyl)-2-(tert-butylamino)ethanol